((1R)-1-(5-fluoro-2-(2-hydroxyethyl)-2,3-dihydrobenzofuran-7-yl)ethyl)carbamic acid tert-butyl ester C(C)(C)(C)OC(N[C@H](C)C1=CC(=CC=2CC(OC21)CCO)F)=O